ClC=1C=CC2=C([C@H](C[C@@H](O2)C(=O)NC23CC(C2)(C3)NC(COC3=CC(=C(C=C3)Cl)F)=O)NCCO)C1 |r| rac-(2R,4S)-6-chloro-N-{3-[2-(4-chloro-3-fluorophenoxy)acetamido]bicyclo[1.1.1]pent-1-yl}-4-[(2-hydroxyethyl)amino]-3,4-dihydro-2H-1-benzopyran-2-carboxamide